(S)-1-(5-(2-(1-cyclopropylethyl)-3-oxo-4-(pyrrolidin-1-yl)-2,3-dihydro-1H-pyrrolo[3,4-c]pyridin-6-yl)-4-methylthiazol-2-yl)-3-methylurea C1(CC1)[C@H](C)N1C(C=2C(=NC(=CC2C1)C1=C(N=C(S1)NC(=O)NC)C)N1CCCC1)=O